ClC1=C(C(=CC=C1)CC)NC(=O)C=1C(=NC(=NC1)NC1=CC(=C(C=C1)C1CCN(CC1)C)C)OC N-(2-chloro-6-ethylphenyl)-4-methoxy-2-((3-methyl-4-(1-methylpiperidin-4-yl)phenyl)amino)pyrimidine-5-carboxamide